COC(CO)(C)C1CC=C(CC1)C 2-Methoxy-2-(1-methylcyclohexene-4-yl)-1-propanol